(S)-N-(2-cyano-1-(4-(ethylsulfonyl)phenyl)ethyl)-4-(trifluoromethyl)benzamide C(#N)C[C@@H](C1=CC=C(C=C1)S(=O)(=O)CC)NC(C1=CC=C(C=C1)C(F)(F)F)=O